6-chloro-N-(5-chloro-3-fluoro-6-methoxypyridin-2-yl)-1,8-dihydropyrrolo[3,2-g]indole-3-sulfonamide ClC1=CNC=2C3=C(C=CC12)C(=CN3)S(=O)(=O)NC3=NC(=C(C=C3F)Cl)OC